1-(3-aminopropyl)-N1-benzylbutane-1,4-diamine NCCCC(CCCN)NCC1=CC=CC=C1